1-(7-(2,2,2-trifluoroethyl)-5,6,7,8-tetrahydro-[1,2,4]triazolo[4,3-a]pyrazin-3-yl)-N4-(2-(trifluoromethyl)imidazo(1,2-a)pyridin-5-yl)cyclohexane-1,4-diamine FC(CN1CC=2N(CC1)C(=NN2)C2(CCC(CC2)NC2=CC=CC=1N2C=C(N1)C(F)(F)F)N)(F)F